3-((3-(3-fluorophenyl)pyridin-2-yl)oxy)-5-methoxy-N-methylbenzamide FC=1C=C(C=CC1)C=1C(=NC=CC1)OC=1C=C(C(=O)NC)C=C(C1)OC